N1(N=NC=C1)CCC(=O)N1CC(=CCC1)C1=CC(=C2C=C(NC2=C1F)C(=O)OC)C=1C=NC=CC1OC(F)F methyl 6-(1-(3-(1H-1,2,3-triazol-1-yl)propanoyl)-1,2,5,6-tetrahydropyridin-3-yl)-4-(4-(difluoromethoxy)pyridin-3-yl)-7-fluoro-1H-indole-2-carboxylate